ClC1=CC(=C(C(=O)O)C=C1)C=1N(C=C(C1)C(=O)OCC)C(C)C 4-Chloro-2-[4-(ethoxycarbonyl)-1-(propan-2-yl)-1H-pyrrol-2-yl]benzoic acid